ethyl (S)-1-(2-azidopropyl)-2-oxo-1,2-dihydropyridine-3-carboxylate N(=[N+]=[N-])[C@H](CN1C(C(=CC=C1)C(=O)OCC)=O)C